CN=C=O monomethylisocyanate